4-(1H-indole-2-carbonyl)-13-methyl-4,8,9,13-tetraazatricyclo[7.5.0.02,7]tetradeca-1,7-dien N1C(=CC2=CC=CC=C12)C(=O)N1CC2=C3CN(CCCN3N=C2CC1)C